6-morpholino-2-[(2E)-2-(m-tolylmethylene)hydrazino]-N-tetrahydrofuran-3-yl-7H-purine-8-carboxamide O1CCN(CC1)C1=C2NC(=NC2=NC(=N1)N/N=C/C=1C=C(C=CC1)C)C(=O)NC1COCC1